5-chloro-N-(2,4-difluorophenethyl)-3-(3-fluoro-4-hydroxybenzamido)thiophene-2-carboxamide ClC1=CC(=C(S1)C(=O)NCCC1=C(C=C(C=C1)F)F)NC(C1=CC(=C(C=C1)O)F)=O